[Mn].[Co] Cobalt-manganese